zirconium (IV) 2-methacryloxyethyl acetoacetate C(CC(=O)C)(=O)OCCOC(C(=C)C)=O.[Zr+4]